(S)-2-((4-(4-((4-chloro-2-fluorobenzofuran-7-yl)methoxy)pyridin-3-yl)piperidin-1-yl)methyl)-1-(oxetan-2-ylmethyl)-1H-benzo[d]imidazole-6-carboxylic acid methyl ester COC(=O)C=1C=CC2=C(N(C(=N2)CN2CCC(CC2)C=2C=NC=CC2OCC2=CC=C(C=3C=C(OC32)F)Cl)C[C@H]3OCC3)C1